N1=CC=C(C2=CC=CC=C12)NC(=O)C1CNCC1 N-(quinolin-4-yl)pyrrolidine-3-carboxamide